acetate disodium salt [Na+].[Na+].C(C)(=O)[O-].C(C)(=O)[O-]